ClC=1C=CC(=C(C1)NCC(=O)NC1=NC=CC(=C1)NCC=1N=C2N(C=C(C=C2)C2CC2)C1)N1N=NN=C1 2-((5-chloro-2-(1H-tetrazol-1-yl)phenyl)amino)-N-(4-(((6-cyclopropylimidazo[1,2-a]pyridin-2-yl)methyl)amino)pyridin-2-yl)acetamide